6-(trifluoromethoxy)-N-(trimethylsilyl)benzo[d]thiazol-2-amine FC(OC1=CC2=C(N=C(S2)N[Si](C)(C)C)C=C1)(F)F